Cl[Ag]Br chlorosilver bromide